3-hexylnonyl 8-((6-((4,4-bis(((Z)-oct-5-en-1-yl)oxy)butanoyl)oxy)hexyl)(2-hydroxyethyl)amino)octanoate C(CCC\C=C/CC)OC(CCC(=O)OCCCCCCN(CCCCCCCC(=O)OCCC(CCCCCC)CCCCCC)CCO)OCCCC\C=C/CC